2-Amino-7-(2-aminoethyl)-9-((2R,3R,4R,5R)-3,4-dihydroxy-5-(hydroxymethyl)tetrahydrofuran-2-yl)-7,9-dihydro-1H-purin-6,8-dion hydrochlorid Cl.NC=1NC(C=2N(C(N(C2N1)[C@@H]1O[C@@H]([C@@H]([C@H]1O)O)CO)=O)CCN)=O